2-Benzyl-2-thiopseudourea hydrochloride Cl.C(C1=CC=CC=C1)SC(N)=N